N1(CCC1)C(C[C@@H](C(=O)O)NC)=O (2S)-4-(azetidin-1-yl)-2-(meth-ylamino)-4-oxo-butanoic acid